(2R,3R)-bicyclo[2.2.1]hept-5-ene-2,3-dicarboxylate sodium [Na+].C12[C@H]([C@@H](C(C=C1)C2)C(=O)[O-])C(=O)[O-].[Na+]